ClC1=CC2=C(C=N1)C=NN2C2OCCCC2 6-chloro-1-tetrahydropyran-2-yl-pyrazolo[4,3-C]pyridine